Ethyl 2-(N-(4-((5-(4,4-difluoropiperidin-1-yl)imidazo[1,2-c]pyrimidin-7-yl)carbamoyl)-3-(6-azaspiro[2.5]octan-6-yl)phenyl)sulfamoyl)acetate FC1(CCN(CC1)C1=NC(=CC=2N1C=CN2)NC(=O)C2=C(C=C(C=C2)NS(=O)(=O)CC(=O)OCC)N2CCC1(CC1)CC2)F